C(C(=C)C)(=O)OCCC[Zr+](CCCOC(C(=C)C)=O)CCCOC(C(=C)C)=O tris(3-methacryloxypropyl)zirconium (IV)